FC(C1=C(CC=2C=CC3=C(NC4=CC=CC=C34)N2)C=CC=C1)(F)F (2-(trifluoromethyl)benzyl)-9H-pyrido[2,3-b]indole